N-[2-(ethanesulfonyloxy)phenyl]-N'-[3-(propanesulfonyloxy)phenyl]urea C(C)S(=O)(=O)OC1=C(C=CC=C1)NC(=O)NC1=CC(=CC=C1)OS(=O)(=O)CCC